tert-butyl (R)-3-((chlorocarbonyl)(8-methylisoquinolin-1-yl)amino)azepane-1-carboxylate ClC(=O)N([C@H]1CN(CCCC1)C(=O)OC(C)(C)C)C1=NC=CC2=CC=CC(=C12)C